C(#N)C=1C(=NN2C1C(NC(=C2)C2=CC(=C(C=C2)C)C)=O)C(=O)N[C@H](COC)C2=CC=CC=C2 3-Cyano-6-(3,4-dimethylphenyl)-N-[(1S)-2-methoxy-1-phenylethyl]-4-oxo-4,5-dihydropyrazolo-[1,5-a]pyrazine-2-carboxamide